ethyl (2R)-2-hydroxy-3-[(2'S,4S,7R)-4-hydroxy-2'-methyl-2-(trifluoromethyl)spiro[4,5-dihydrothieno[2,3-c]pyran-7,4'-piperidine]-1'-yl]propanoate O[C@@H](C(=O)OCC)CN1[C@H](C[C@@]2(CC1)OC[C@H](C1=C2SC(=C1)C(F)(F)F)O)C